3-chloro-2-(6-((6-((methyl-d3)amino)pyrimidin-4-yl)amino)-1H-pyrazolo[4,3-c]pyridin-1-yl)benzonitrile ClC=1C(=C(C#N)C=CC1)N1N=CC=2C=NC(=CC21)NC2=NC=NC(=C2)NC([2H])([2H])[2H]